3-methyl-6-[(2-phenyl)ethynyl]-2,3-dihydrobenzofuran-4-ol CC1COC=2C1=C(C=C(C2)C#CC2=CC=CC=C2)O